N,N,N',N'-tetrakis-(2-hydroxy-ethyl)-1,6-diaminohexane OCCN(CCCCCCN(CCO)CCO)CCO